CCC(C(CC)=O)=O 3,4-hexanedione